(R)-N-(3-aminobutyl)-4-(dimethylamino)benzenesulfonamide N[C@@H](CCNS(=O)(=O)C1=CC=C(C=C1)N(C)C)C